N1CCC2C1CCN2 tetrahydro-1H-pyrrolopyrrolidin